OC=1C=C(C=CC1)S(=O)(=O)[O-] 3-hydroxy-benzenesulfonate